COC1=CC=C(C=C1)CN1C(C(CCC1=O)N1C(C2=CC(=CC=C2C=N1)N1CCC2(CCN(C2)C2CCN(CC2)C2=CC=C(C=C2)[N+](=O)[O-])CC1)=O)=O 1-[(4-methoxyphenyl)methyl]-3-[7-[2-[1-(4-nitrophenyl)-4-piperidyl]-2,8-diazaspiro[4.5]decan-8-yl]-1-oxo-phthalazin-2-yl]piperidine-2,6-dione